2-heptyl-1,3-dioxan-5-ol C(CCCCCC)C1OCC(CO1)O